FC=1C=C(COC2=CC=C3CCN(CC3=C2)C(=O)OC(C)(C)C)C=CC1 t-butyl 7-((3-fluorobenzyl) oxy)-3,4-dihydroisoquinoline-2(1H)-carboxylate